N-benzyl-2-(5-bromopyridine-2-yl)acetamide C(C1=CC=CC=C1)NC(CC1=NC=C(C=C1)Br)=O